sodium benzenesulfonate, sodium salt [Na+].C1(=CC=CC=C1)S(=O)(=O)[O-].[Na+].C1(=CC=CC=C1)S(=O)(=O)[O-]